[4-(3,3-difluoro-4,4-dimethyl-pyrrolidin-1-yl)pyrazolo[3,4-c]pyridin-2-yl]-1H-pyrimidine-2,4-dione FC1(CN(CC1(C)C)C=1C=2C(C=NC1)=NN(C2)N2C(NC(C=C2)=O)=O)F